(1R,3S)-3-(3-{[(5-meth-ylpyrazin-2-yl)acetyl]-amino}-1H-pyrazol-5-yl)-cyclopentyl [(1S)-1-cyclopropylethyl]carbamate C1(CC1)[C@H](C)NC(O[C@H]1C[C@H](CC1)C1=CC(=NN1)NC(CC1=NC=C(N=C1)C)=O)=O